spiro[benzofuran-2,4'-cyclohex-2-ene]-1',3-dione C1(C=CC2(CC1)OC1=C(C2=O)C=CC=C1)=O